ClC1=C(C=CC(=C1)C(F)(F)F)C(C(=O)N)I [2-chloro-4-(trifluoromethyl)phenyl]-2-iodoacetamide